tert-butyl 4-[3-(2,6-dioxopiperidin-3-yl)-1-methylindazol-6-yl]piperazine-1-carboxylate O=C1NC(CCC1C1=NN(C2=CC(=CC=C12)N1CCN(CC1)C(=O)OC(C)(C)C)C)=O